CN(CCN(C(CCl)=O)C)C(CCl)=O N,N'-dimethyl-N,N'-di(2-chloroacetyl)ethylenediamine